CN(C1=CC=C(C=C1)C1=NC(=C2C=CC=NC2=C1)N1CCC(CC1)O)C 1-[7-[4-(dimethylamino)phenyl]-1,6-naphthyridin-5-yl]-4-piperidinol